C(CCCCC)NC(OC#CC)OC#CC n-hexyl-dipropynyloxymethyl-amine